FC(COC(C1=CC=CC=C1)=O)(COC1=C(C(=C(C=C1)C1=NNC(CC1C)=O)F)C)F benzoic acid 2,2-difluoro-3-[3-fluoro-2-methyl-4-(4-methyl-6-oxo-4,5-dihydro-1H-pyridazine-3-yl) phenoxy]Propyl ester